C1(=CC=CC=C1)P(=O)(C1=CC=CC=C1)C1=CC=2N(C3=CC(=CC=C3C2C=C1)P(=O)(C1=CC=CC=C1)C1=CC=CC=C1)C1=CC=CC=C1 2,7-Bis(diphenylphosphoryl)-9-phenyl-9H-carbazole